(2R,6R)-6-propyl-5-oxo-5,6-dihydro-2H-pyran-2-yl acetate C(C)(=O)O[C@H]1O[C@@H](C(C=C1)=O)CCC